CC1=CC(=CC2=C1N=CN2)C(=O)OC methyl 7-methyl-3H-benzimidazole-5-carboxylate